(trifluoromethoxy)benzoic acid-2,6-d2 FC(OC1=C(C(C(=O)O)=C(C=C1)[2H])[2H])(F)F